3-(2-Benzoylaminobenzo[d]thiazol-5-yl)-N-(2-methoxyethyl)benzamide C(C1=CC=CC=C1)(=O)NC=1SC2=C(N1)C=C(C=C2)C=2C=C(C(=O)NCCOC)C=CC2